C(CCCCCCC\C=C/C\C=C/C\C=C/CC)(=O)O Alpha-linolenic acid